ClC=1C=C(C=C(C1OC1=CC(=C(C=C1)OCC1=CC=C(C=C1)OC)S(=O)(=O)N1CCC(CC1)(F)F)Cl)N1N=C(C(NC1=O)=O)C(F)F 2-[3,5-dichloro-4-[3-[(4,4-difluoro-1-piperidyl)sulfonyl]-4-[(4-methoxyphenyl)methoxy]phenoxy]phenyl]-6-(difluoromethyl)-1,2,4-triazine-3,5-dione